1-(4-chlorobenzyl)-6-(4-((2,6-difluoropyridin-4-yl)oxy)phenyl)-3-ethyl-1,7-dihydro-2H-pyrrolo[2,3-D]pyrimidine-2,4(3H)-dione ClC1=CC=C(CN2C(N(C(C3=C2NC(=C3)C3=CC=C(C=C3)OC3=CC(=NC(=C3)F)F)=O)CC)=O)C=C1